3-[(5-chloro-1H-indol-2-yl)methyl]-1-[1-(3-fluorocyclobutanecarbonyl)piperidin-3-yl]-1-methylurea ClC=1C=C2C=C(NC2=CC1)CNC(N(C)C1CN(CCC1)C(=O)C1CC(C1)F)=O